2-fluoro-4-methyl-5-propoxyaniline FC1=C(N)C=C(C(=C1)C)OCCC